2,4-bis{N-[1-(2-hydroxy-2-methylpropoxy)-2,2,6,6-tetramethylpiperidin-4-yl]-N-butyl-amino}-6-(2-hydroxyethylamino)-s-triazine OC(CON1C(CC(CC1(C)C)N(CCCC)C1=NC(=NC(=N1)N(C1CC(N(C(C1)(C)C)OCC(C)(O)C)(C)C)CCCC)NCCO)(C)C)(C)C